4-(4-amino-2,6-difluorophenoxy)-3-iodopyridin-2-amine NC1=CC(=C(OC2=C(C(=NC=C2)N)I)C(=C1)F)F